3-((3R,5S)-3-((5-(4-acetyloxazol-2-yl)-1H-pyrrolo[2,3-b]pyridin-4-yl)amino)-5-methylpiperidin-1-yl)-3-oxopropanenitrile C(C)(=O)C=1N=C(OC1)C=1C(=C2C(=NC1)NC=C2)N[C@H]2CN(C[C@H](C2)C)C(CC#N)=O